methyl 4-bromo-2-((trimethylsilyl)ethynyl)benzoate BrC1=CC(=C(C(=O)OC)C=C1)C#C[Si](C)(C)C